ClC=1C(=C2C(=NC1C)CN(C2)C(=O)[C@H]2CN(CC2)C2=NC=NC(=C2)C)C (3-Chloro-2,4-dimethyl-5,7-dihydropyrrolo[3,4-b]pyridin-6-yl)-[(3R)-1-(6-methylpyrimidin-4-yl)pyrrolidin-3-yl]methanon